C(C)OC(CCCC(CCC(CCCCCCC)OC(CCCN(C)C)=O)C1C(C1)CCCCCCCC)=O ethyl-8-{[4-(dimethylamino)butanoyl]oxy}-l-5-(2-octylcyclopropyl)pentadecanoate